N1C(=CC2=CC=CC=C12)NCC#C indolyl-propargyl-amine